(2S)-1,4-bis[2-(4-chloro-3-fluorophenoxy)acetamido]bicyclo[2.2.2]octan-2-yl [2-(phosphonooxy)phenyl]acetate P(=O)(O)(O)OC1=C(C=CC=C1)CC(=O)O[C@@H]1C2(CCC(C1)(CC2)NC(COC2=CC(=C(C=C2)Cl)F)=O)NC(COC2=CC(=C(C=C2)Cl)F)=O